C(C1=CC=CC=C1)OC=1C=C2CC[C@H](CC2=C(C1Br)F)CCCCNC(OCC1=CC=CC=C1)=O benzyl [(2R)-6-(benzyloxy)-7-bromo-8-fluoro-1,2,3,4-tetrahydronaphthalen-2-yl]butylcarbamate